benzyl N-[(3R)-3-[3-[2-(hydroxymethyl)-1-methyl-imidazol-4-yl]-1-tetrahydropyran-2-yl-indazol-5-yl]oxybutyl]carbamate OCC=1N(C=C(N1)C1=NN(C2=CC=C(C=C12)O[C@@H](CCNC(OCC1=CC=CC=C1)=O)C)C1OCCCC1)C